Methoxy-N-triethylammoniosulfonyl-methanimidate COC([O-])=NS(=O)(=O)[N+](CC)(CC)CC